(3-(tert-butyl)naphthalen-1-yl)boronic acid C(C)(C)(C)C=1C=C(C2=CC=CC=C2C1)B(O)O